methyl α-allyloxymethylacrylate C(C=C)OCC(C(=O)OC)=C